2-(2-methoxyphenyl)-1-morpholinoethanone COC1=C(C=CC=C1)CC(=O)N1CCOCC1